[(1R)-1-({[(2-fluoro-5-bromo-benzoyl)amino]acetyl}amino)-3-methylbutyl]boric acid FC1=C(C(=O)NCC(=O)N[C@@H](CC(C)C)OB(O)O)C=C(C=C1)Br